2-(1,3,4-oxadiazol-2-yl)-2,3,3a,4,10,10a-hexahydro-1H,7H-dipyrrolo[3,4-b:3',4'-f][1,4,5]oxathiazocine-8-carboxamide O1C(=NN=C1)N1CC2NSC=3C(OCC2C1)=C(NC3)C(=O)N